N-methyl-N2-[2-(1-methyl-1H-pyrazol-4-yl)-7-(trifluoromethyl)[1,2,4]Triazolo[1,5-c]Quinazolin-5-yl]-D-alaninamide CNC([C@H](NC1=NC=2C(=CC=CC2C=2N1N=C(N2)C=2C=NN(C2)C)C(F)(F)F)C)=O